(S)-6-benzhydryl-11-hydroxy-3-((((R)-1,1,1-trifluoropropan-2-yl)amino)methyl)-5,6-dihydro-10H-imidazo[1,2-a]pyrido[2,1-c]pyrazin-10-one C(C1=CC=CC=C1)(C1=CC=CC=C1)[C@@H]1N2C(C=3N(C1)C(=CN3)CN[C@@H](C(F)(F)F)C)=C(C(C=C2)=O)O